CC1=CC=2N(N=C1N1CC=3C=C(C=NC3CC1)C(F)(F)F)C(C=C(N2)C(=O)N2CC(CC2)C=2C=NC=CC2)=O 8-methyl-2-(3-(pyridin-3-yl)pyrrolidine-1-carbonyl)-7-(3-(trifluoromethyl)-7,8-dihydro-1,6-naphthyridin-6(5H)-yl)-4H-pyrimido[1,2-b]pyridazin-4-one